3,4,5,6-tetrachloro-1,2-benzoquinone ClC=1C(C(C(=C(C1Cl)Cl)Cl)=O)=O